tert-Butyl 3-[2-oxo-3-(2-oxoazepan-3-yl)-1,3-benzoxazol-6-yl]propanoate O=C1OC2=C(N1C1C(NCCCC1)=O)C=CC(=C2)CCC(=O)OC(C)(C)C